SEC-BUTYLCYCLOHEXANE C(C)(CC)C1CCCCC1